C(C)(C)[Sn](C=1OC=CN1)(C(C)C)C(C)C 2-(triisopropylstannyl)oxazole